ALUMET [Al]1=CC=C1